N1C(C2(C=3C1=CN=CC3)CCCC2)=O spiro[cyclopentane-1,3'-pyrrolo[2,3-c]pyridine]-2'-one